4-(2-((4-carboxybutyryl)oxy)ethoxy)-3-(benzenesulfonyl)-1,2,5-oxadiazole 2-oxide C(=O)(O)CCCC(=O)OCCOC=1C(=[N+](ON1)[O-])S(=O)(=O)C1=CC=CC=C1